NC=1C(=NC=C(C1)N1N=CC(=C1)CC)C(=O)NCCOCCNCC(=O)N1CCN(CC1)C(C1=C(C=CC(=C1)CC1=NNC(C2=CC=CC=C12)=O)F)=O 3-amino-5-(4-ethylpyrazol-1-yl)-N-[2-[2-[[2-[4-[2-fluoro-5-[(4-oxo-3H-phthalazin-1-yl)methyl]benzoyl]piperazin-1-yl]-2-oxo-ethyl]amino]ethoxy]ethyl]pyridine-2-carboxamide